3-(4-(5-chloro-2-((2-methoxy-4-(morpholine-4-carbonyl)phenyl)amino)pyrimidin-4-yl)-1H-pyrazol-1-yl)butanenitrile ClC=1C(=NC(=NC1)NC1=C(C=C(C=C1)C(=O)N1CCOCC1)OC)C=1C=NN(C1)C(CC#N)C